C(C1=CC=CC=C1)N1C(N(N=C(C1=O)C#N)C=1C=C(C=CC1)C)=O 4-benzyl-3,5-dioxo-2-m-tolyl-2,3,4,5-tetrahydro-1,2,4-triazine-6-carbonitrile